C(C)(C)(C)OC(=O)N1[C@H]([C@H](C(C1)(F)F)N)CC1=CC(=CC=C1)Cl (2S,3R)-3-amino-2-[(3-chlorophenyl)methyl]-4,4-difluoropyrrolidine-1-carboxylic acid tert-butyl ester